C1N(CC2=CC=CC=C12)CC1=NC=C(C(=C1)S(=O)(=O)NC)OCC1CCNCC1 2-(isoindolin-2-ylmethyl)-N-methyl-5-(piperidin-4-ylmethoxy)pyridine-4-sulfonamide